[Zn].N(=N[Al])[Al] AZOaluminum zinc